(1-(1H-indol-3-yl)hexan-2-yl)-7-((3-methyloxetan-3-yl)methyl)-5,6,7,8-tetrahydroimidazo[1,2-a]pyrazine-2-carboxamide N1C=C(C2=CC=CC=C12)CC(CCCC)C1=C(N=C2N1CCN(C2)CC2(COC2)C)C(=O)N